COC=1C=C2C=CNC2=CC1 5-methoxy-indole